N1CCCC12CCN(CC2)C(=O)C=2C1=C(N(N2)CC(=O)N2CCN(CC2)C2=C(C(=CC=C2)C)C)CCC1 2-[3-(1,8-Diazaspiro[4.5]decan-8-carbonyl)-5,6-dihydrocyclopenta[c]pyrazol-1(4H)-yl]-1-[4-(2,3-dimethylphenyl)piperazin-1-yl]ethan-1-on